C(C)(C)(C)OC(=O)N1CCC(CC1)C(F)(F)S(=O)(=O)C1=CC=C(C=C1)C1=C(C=C(C=C1)F)F 4-(((2',4'-Difluoro-[1,1'-biphenyl]-4-yl)sulfonyl)difluoromethyl)piperidine-1-carboxylic acid tert-butyl ester